ClC=1C=CC(=C(C1)C1=NN(C=C1NC(=O)C=1C=NN2C1N=CC=C2)CCN2C(OCC2)=O)OC N-(3-(5-chloro-2-methoxyphenyl)-1-(2-(2-oxooxazolidin-3-yl)ethyl)-1H-pyrazol-4-yl)pyrazolo[1,5-a]pyrimidine-3-carboxamide